C(=C)O[N-]OC=C divinyl-oxyamide